5-(2-(pyrimidin-5-yl)-1H-pyrrolo[2,3-b]pyridin-4-yl)-1H-indazol-3-amine N1=CN=CC(=C1)C1=CC=2C(=NC=CC2C=2C=C3C(=NNC3=CC2)N)N1